FC=1C=C(CC=2C=C3C(=NNC3=CC2)C#CC2=NC=CC=C2)C=CC1F 5-(3,4-difluorobenzyl)-3-(pyridin-2-ylethynyl)-1H-indazole